phenethyl (3R,6S)-8-((S)-1-((3-amino-3-oxopropyl)amino)-1-oxo-3-phenylpropan-2-yl)-6-benzyl-3-methyl-4,7-dioxohexahydro-pyrazino[2,1-c][1,2,4]oxadiazine-1(6H)-carboxylate NC(CCNC([C@H](CC1=CC=CC=C1)N1CC2N(O[C@@H](C(N2[C@H](C1=O)CC1=CC=CC=C1)=O)C)C(=O)OCCC1=CC=CC=C1)=O)=O